13-tert-Butyl-12-(o-tolyl)-8,8-dioxo-15-oxa-8λ6-thia-1,9,11,25-tetrazapentacyclo-[14.7.1.13,7.110,14.017,22]hexacosa-3,5,7(26),10(25),11,13,17(22),18,20-nonaen-2-one C(C)(C)(C)C=1C(=NC=2NS(C=3C=CC=C(C(N4CC=5C=CC=CC5C(OC1N2)C4)=O)C3)(=O)=O)C3=C(C=CC=C3)C